1,1-dioxo-1,2-thiazolidine-4-carbaldehyde O=S1(NCC(C1)C=O)=O